[Br-].CC=1N=C(SC1C)N1N([NH2+]C(=N1)C1=CC=CC=C1)C1=CC=CC=C1 [3-(4,5-Dimethyl-2-thiazolyl)-2,5-diphenyl-2H-tetrazolium] bromide